phenyl-8-aminooctyltrimethoxysilane C1(=CC=CC=C1)CO[Si](OC)(OC)CCCCCCCCN